1,3,5-tris[3-(4-formylbenzyl)-1h-imidazol-1-yl]benzene bromide [Br-].C(=O)C1=CC=C(CN2CN(C=C2)C2=CC(=CC(=C2)N2CN(C=C2)CC2=CC=C(C=C2)C=O)N2CN(C=C2)CC2=CC=C(C=C2)C=O)C=C1